2-chloro-4-methoxy-5-(1-((1-methylazetidin-2-yl)methyl)-1H-pyrazol-4-yl)pyridine ClC1=NC=C(C(=C1)OC)C=1C=NN(C1)CC1N(CC1)C